2-(diisopropyl-phosphino)ethylamine C(C)(C)P(CCN)C(C)C